BrC=1C=NC(=NC1)C(C(=O)[O-])C(=O)[O-] 2-(5-bromopyrimidin-2-yl)malonate